5-[4-(5-amino-3-methyl-2-pyridyl)-2,3-difluoro-phenyl]-N-[3-chloro-4-[4-(1,1-dimethylpiperidin-1-ium-4-carbonyl)piperazine-1-carbonyl]phenyl]-1-methyl-imidazole-2-carboxamide NC=1C=C(C(=NC1)C1=C(C(=C(C=C1)C1=CN=C(N1C)C(=O)NC1=CC(=C(C=C1)C(=O)N1CCN(CC1)C(=O)C1CC[N+](CC1)(C)C)Cl)F)F)C